COC(=O)C1NC(C(C1C1=CC=C(C=C1)F)(C#N)C#N)C1=CC=CC=C1 4,4-dicyano-3-(4-fluorophenyl)-5-phenyl-pyrrolidine-2-carboxylic acid methyl ester